[(3aR,6R,6aR)-4-(2,4-dioxopyrimidin-1-yl)-2,2-dimethyl-3a,4,6,6a-tetrahydrofuro[3,4-d][1,3]dioxol-6-yl]methyl (2S)-2-(tert-butoxycarbonylamino)-3-methyl-butanoate C(C)(C)(C)OC(=O)N[C@H](C(=O)OC[C@H]1OC([C@H]2[C@@H]1OC(O2)(C)C)N2C(NC(C=C2)=O)=O)C(C)C